CN1C(N(C2=C1C=NC=1C=CC(=CC21)C=2C=NC1=CC=CC=C1C2)C2=CC=C(C=C2)C(C#N)(C)C)=O 4-[2,3-dihydro-3-methyl-2-oxo-8-(3-quinolinyl)-1H-imidazo[4,5-c]quinolin-1-yl]-α,α-dimethyl-benzeneacetonitrile